[Cl-].[Cr+2].[Cl-] chromium (ii) chloride